ClC1=C(C=C(C=C1)C(F)(F)F)NC(=O)C1=C(N=C(S1)N(C(=O)C1(CC1)C(=O)N)C1=C(C=C(C=C1)F)OC(C)C)C N-(5-((2-chloro-5-(trifluoromethyl)phenyl)carbamoyl)-4-methylthiazol-2-yl)-N-(4-fluoro-2-isopropoxyphenyl)cyclopropane-1,1-dicarboxamide